4-(4-methoxyphenyl)-1-phenyl-1H-1,2,3-triazole COC1=CC=C(C=C1)C=1N=NN(C1)C1=CC=CC=C1